(2-((2,5-dichloropyrimidin-4-yl)oxy)-5-hydroxyphenyl)dimethyl-phosphine oxide ClC1=NC=C(C(=N1)OC1=C(C=C(C=C1)O)P(C)(C)=O)Cl